4-[5-(3-chloro-5-trifluoromethyl-phenyl)-5-trifluoromethyl-4,5-dihydro-isoxazol-3-yl]-naphthalene-1-carboxylic acid [(2,2,2-trifluoro-ethylcarbamoyl)-methyl]-amide FC(CNC(=O)CNC(=O)C1=CC=C(C2=CC=CC=C12)C1=NOC(C1)(C(F)(F)F)C1=CC(=CC(=C1)C(F)(F)F)Cl)(F)F